ClC1=CC2=C(N(C=CN2C)C2CCC(CC2)O)N=C1 7-Chloro-4-((1r,4r)-4-hydroxycyclohexyl)-1-methyl-1,4-dihydropyrido[2,3-b]pyrazine